CC1(CC=C(CC1)C1=NC(=CC=C1N)C1CC(OC(C1)(C([2H])([2H])[2H])C([2H])([2H])[2H])(C([2H])([2H])[2H])C([2H])([2H])[2H])C 2-(4,4-dimethylcyclohexen-1-yl)-6-[2,2,6,6-tetrakis(trideuteriomethyl)tetrahydropyran-4-yl]pyridin-3-amine